[Si](C)(C)(C(C)(C)C)O[C@@H]1CC(C[C@H](C1)O[Si](C)(C)C(C)(C)C)CC 1-((3R,5R)-3,5-bis((tert-butyldimethylsilyl)oxy)cyclohexyl)ethan